2-chloro-4-[(3S)-3-fluoropyrrolidin-1-yl]pyrimidine ClC1=NC=CC(=N1)N1C[C@H](CC1)F